COC(=O)C=1N(C2=CC=CC=C2C1CCC(=O)OC)C 3-(3-methoxy-3-oxopropyl)-1-methyl-1H-indole-2-carboxylic acid methyl ester